7-(1-cyclobutyl-1H-pyrazol-4-yl)-1,2-dimethyl-1H-indole-3-carboxylic acid methyl ester COC(=O)C1=C(N(C2=C(C=CC=C12)C=1C=NN(C1)C1CCC1)C)C